ethyl 2-(6-((tert-butoxycarbonyl)amino)spiro[3.3]heptan-2-ylidene)acetate C(C)(C)(C)OC(=O)NC1CC2(CC(C2)=CC(=O)OCC)C1